N-3-bromophenyl-formamide tert-butyl-4-[(4,4,5,5-tetramethyl-1,3,2-dioxaborolan-2-yl)methylene]piperidine-1-carboxylate C(C)(C)(C)OC(=O)N1CCC(CC1)=CB1OC(C(O1)(C)C)(C)C.BrC=1C=C(C=CC1)NC=O